ClC1=CC=C(C=C1)NO N-(4-chlorophenyl)hydroxylamine